O1C(COCC1)C1CCN(CC1)NC1=CC=CC=C1 [4-(1,4-dioxan-2-yl)piperidin-1-yl]aniline